5-[[2-[(2R,5S)-5-methyl-2-[6-(methylamino)-3-pyridyl]-1-piperidyl]-2-oxo-acetyl]amino]pyridine-3-carboxamide C[C@H]1CC[C@@H](N(C1)C(C(=O)NC=1C=C(C=NC1)C(=O)N)=O)C=1C=NC(=CC1)NC